1,8-diisocyanato-4-(isocyanatomethyl)-2,4,7-trimethyloctane N(=C=O)CC(CC(CCC(CN=C=O)C)(C)CN=C=O)C